BrC1=CC=C2C=CC(=CC2=C1)S(=O)(=O)Cl 7-bromonaphthalene-2-sulfonyl chloride